ClC=1C(=CC(=NC1)N[C@H](CO)C)N1C(C2=C(C[C@H]1C)N(N=C2)CC2=C(C=CC=C2)F)=O |o1:8,17| rel-(R)-5-(5-chloro-2-(((S*)-1-hydroxypropan-2-yl)amino)pyridin-4-yl)-1-(2-fluorobenzyl)-6-methyl-1,5,6,7-tetrahydro-4H-pyrazolo[4,3-c]pyridin-4-one